6-[(3S)-3-{2-[2-(trifluoromethyl)phenyl]ethyl}piperidine-1-carbonyl]-1H-indole FC(C1=C(C=CC=C1)CC[C@@H]1CN(CCC1)C(=O)C1=CC=C2C=CNC2=C1)(F)F